methyl hydrazinothiohydrazinoformate N(N)SNNC(=O)OC